3-Fluoro-N-[2-methyl-5-(4-methyl-piperazin-1-ylmethyl)-phenyl]-4-[4-(1-methyl-1H-pyrazol-4-yl)-5-methylsulfanyl-pyrimidin-2-ylamino]-benzamide FC=1C=C(C(=O)NC2=C(C=CC(=C2)CN2CCN(CC2)C)C)C=CC1NC1=NC=C(C(=N1)C=1C=NN(C1)C)SC